N-Ethyl-5-methoxy-2-(2-methoxyphenyl)-6-(piperidin-1-ylmethylene)benzofuran-3-carboxamide C(C)NC(=O)C=1C(OC=2C1C=C(C(C2)=CN2CCCCC2)OC)C2=C(C=CC=C2)OC